The molecule is the aromatic diazonium ion that is diazotised 4-aminobenzoic acid. It has a role as a hapten. It derives from a benzoate. C1=CC(=CC=C1C(=O)[O-])[N+]#N